2-ethylhexanoyl glutamate N[C@@H](CCC(=O)[O-])C(=O)OC(C(CCCC)CC)=O